6-(Imidazo[1,2-a]pyridin-3-carbonyl)-N-(3-(piperidin-1-ylmethyl)-5-(trifluoromethyl)phenyl)-4,5,6,7-tetrahydrothieno[2,3-c]pyridin-3-carboxamid N=1C=C(N2C1C=CC=C2)C(=O)N2CC1=C(CC2)C(=CS1)C(=O)NC1=CC(=CC(=C1)C(F)(F)F)CN1CCCCC1